tert-butyl (5-fluoro-2-(4,4,5,5-tetramethyl-1,3,2-dioxaborolan-2-yl)benzyl)carbamate FC=1C=CC(=C(CNC(OC(C)(C)C)=O)C1)B1OC(C(O1)(C)C)(C)C